6-chloro-4-methoxy-pyridin-3-amine ClC1=CC(=C(C=N1)N)OC